ClC(C(C(C(C(C(C(C(OC(C(F)(F)F)(F)F)(F)F)(F)F)(F)F)(F)F)(F)F)(F)F)(F)F)F 11-Chloroeicosafluoro-3-oxaundecane